FC(CCCCC(=O)O)(C1=C(C=C(C=C1F)F)F)F 6,6-difluoro-6-(2,4,6-trifluorophenyl)hexanoic acid